cyclohex-3-en-2-one C1C(C=CCC1)=O